C1C(CC2=CC=CC=C12)NC1=NC=C(C=N1)C(=O)NN 2-((2,3-dihydro-1H-indene-2-yl)amino)pyrimidine-5-carbohydrazide